[Bi].[Sn] tin bismuth salt